α,α-difluoro-β-propiolactone FC1(C(=O)OC1)F